ClC1=C(C=C2C=C(N=CC2=C1)NC(=O)[C@H]1[C@H]([C@@H]1C1=NC=CC=C1)C)N1CCN(CC1)[C@]1(COC[C@H]1O)C (1S,2S,3S)-N-(7-chloro-6-(4-((3S,4S)-4-hydroxy-3-methyltetrahydrofuran-3-yl)piperazin-1-yl)isoquinolin-3-yl)-2-methyl-3-(pyridin-2-yl)cyclopropane-1-carboxamide